BrC1=CC=CC=2C3C(NC12)CCNC3 Racemic-6-bromo-2,3,4,4a,5,9b-hexahydro-1H-pyrido[4,3-b]indole